N-(2,2-Dimethyl-3-acetoxypropyliden)-2-(2-amino-ethoxy)ethan-1-ol CC(C=NCCOCCO)(COC(C)=O)C